C(O[C@@]1(CC[C@@]2([C@H]3CC[C@@]4([C@H](CC[C@H]4[C@@H]3CC[C@H]2C1)C(C)=O)C)C)C)(OCC=1OC(OC1C)=O)=O (3R,5S,8R,9S,10S,13S,14S,17S)-17-acetyl-3,10,13-trimethylhexadecahydro-1H-cyclopenta[a]phenanthren-3-yl ((5-methyl-2-oxo-1,3-dioxol-4-yl)methyl) carbonate